C(N)(=O)C1=C(C2=C(N(C(=N2)C2=C(C=CC=C2F)P(O)(O)=O)CCN2C(=NC3=C2C=CC(=C3OC)C(N)=O)C3=C(C=CC=C3P(=O)(O)O)F)C=C1)OC (2-(5-carbamoyl-1-(2-(5-carbamoyl-2-(2-fluoro-6-phosphonophenyl)-4-methoxy-1H-benzo[d]imidazol-1-yl)ethyl)-4-methoxy-1H-benzo[d]imidazol-2-yl)-3-fluorophenyl)phosphonic acid